3-(4-ethylphenyl)-1-methyl-5-(pyridin-3-ylmethylene)-2-selenoxoimidazolidin-4-one C(C)C1=CC=C(C=C1)N1C(N(C(C1=O)=CC=1C=NC=CC1)C)=[Se]